S(OC1=CC=C(C=C1)OCC1=CC=C(C=C1)S(=O)(=O)C)(=O)(=O)F 4-((4-(methylsulfonyl)benzyl)oxy)phenyl sulfurofluoridate